ClC1=CC=C(C=C1)N1C(=NC2=C1C=NC=C2)C=2C=CC(=NC2)N2CCOCC2 4-{5-[3-(4-Chlorophenyl)-3H-imidazo[4,5-c]pyridin-2-yl]pyridin-2-yl}morpholine